tert-butyl 3-{[(2E)-3-(2-fluorobenzenesulfonyl) prop-2-en-1-yl] carbamoyl}-2-oxo-1,2,5,6,7,8-hexahydro-1,6-naphthyridine-6-carboxylate FC1=C(C=CC=C1)S(=O)(=O)/C=C/CNC(=O)C=1C(NC=2CCN(CC2C1)C(=O)OC(C)(C)C)=O